ClC1=CC(=C(C=C1)NC(=O)N1CCC(CC1)N1CC(C1)(N1N=CC(=C1)C=1C2=C(N=CN1)NC=C2)CC#N)F N-(4-chloro-2-fluorophenyl)-4-{3-(cyanomethyl)-3-[4-(7H-pyrrolo[2,3-d]pyrimidin-4-yl)-1H-pyrazol-1-yl]azetidin-1-yl}piperidine-1-carboxamide